N=1N(N=CC1)C1=C(C=C(C=N1)NC(C1=C(C=C(C(=C1)F)C1=C(C=NC=C1Br)N)Cl)=O)C(F)(F)F N-(6-(2H-1,2,3-triazol-2-yl)-5-(trifluoromethyl)pyridin-3-yl)-4-(3-amino-5-bromopyridine-4-yl)-2-chloro-5-fluorobenzamide